N1=CC(=CC2=CC=CC=C12)C1=CC=C(N=N1)NC1CC(NC(C1)(C)C)(C)C 6-(quinolin-3-yl)-N-(2,2,6,6-tetramethyl-piperidin-4-yl)pyridazin-3-amine